bromo-3-(2-bromo-5-fluorobenzyl)-6-methyl-4H-chromen-4-one BrC=1OC2=CC=C(C=C2C(C1CC1=C(C=CC(=C1)F)Br)=O)C